C(N)(=O)C=1C=C(C=CC1F)NC(=O)[C@@H]1O[C@@]([C@H]([C@H]1C1=C(C(=C(C=C1)F)F)OC)C)(C(F)(F)F)C (2R,3S,4S,5S)-N-(3-carbamoyl-4-fluoro-phenyl)-3-(3,4-difluoro-2-methoxy-phenyl)-4,5-dimethyl-5-(trifluoromethyl)tetrahydrofuran-2-carboxamide